di-ethanolamine galactarate O=C([C@H](O)[C@@H](O)[C@@H](O)[C@H](O)C(=O)O)O.C(O)CN.C(O)CN